tert-Butyl (3S)-3-[(1R)-2-amino-1-hydroxy-ethyl]-7-(methoxymethoxy)-3,4-dihydro-1H-isoquinoline-2-carboxylate NC[C@@H](O)[C@H]1N(CC2=CC(=CC=C2C1)OCOC)C(=O)OC(C)(C)C